5-((4-Cyclopropyl-3-((methylsulfonyl)methyl)phenyl)amino)-7-(pyridin-3-ylamino)pyrazolo[1,5-a]pyrimidin-3-carbonitril C1(CC1)C1=C(C=C(C=C1)NC1=NC=2N(C(=C1)NC=1C=NC=CC1)N=CC2C#N)CS(=O)(=O)C